ClC(=O)C1CN(CC1)C(=O)OCC1=CC=CC=C1 benzyl 3-(chlorocarbonyl)pyrrolidine-1-carboxylate